(R)-N-((R)-1-benzoylpyrrolidin-3-yl)-1-((4-(N,N-diethylsulfamoyl)phenyl)sulfonyl)piperidine-3-carboxamide C(C1=CC=CC=C1)(=O)N1C[C@@H](CC1)NC(=O)[C@H]1CN(CCC1)S(=O)(=O)C1=CC=C(C=C1)S(N(CC)CC)(=O)=O